COC(C1=C(C=C(C(=C1)F)C1=CC=CC=2CN(COC21)C(C2=C(C=C(C=C2Cl)C#N)Cl)=O)N2C1COCC2CC1)=O 4-[3-(2,6-dichloro-4-cyanobenzoyl)-2,4-dihydro-1,3-benzoxazin-8-yl]-5-fluoro-2-(3-oxa-8-azabicyclo[3.2.1]oct-8-yl)benzoic acid methyl ester